7-methoxy-2-[(cis)-3-(5,6,7,8-tetrahydropyrido[4,3-d]pyrimidin-2-yl)cyclobutyl][1,2,4]triazolo[1,5-c]quinazolin-5-amine COC1=CC=CC=2C=3N(C(=NC12)N)N=C(N3)[C@@H]3C[C@@H](C3)C=3N=CC1=C(N3)CCNC1